aconitic acid dimethyl ester COC(C=C(C(=O)O)CC(=O)OC)=O